(4-cyclopropyl-6-methoxypyrimidin-5-yl)-7-(4-(1-methyl-4-(trifluoromethyl)-1H-imidazol-2-yl)benzyl)benzo[d]thiazole C1(CC1)C1=NC=NC(=C1C=1SC2=C(N1)C=CC=C2CC2=CC=C(C=C2)C=2N(C=C(N2)C(F)(F)F)C)OC